(1H-tetrazol-5-yl)acetamide N1N=NN=C1CC(=O)N